Cl.N1[C@H](CCC1)C(=O)OCC1=CC=CC=C1 benzyl (2R)-pyrrolidine-2-carboxylate hydrochloride